FC(CN(C1=CC(=NC=C1)C#CC(C)(O)C)C1=NC=2N(C3=CC=CC(=C13)F)C(=NN2)C)F 4-(4-((2,2-difluoroethyl)(6-fluoro-1-methyl-[1,2,4]triazolo[4,3-a]quinazolin-5-yl)amino)pyridin-2-yl)-2-methylbut-3-yn-2-ol